5-(imidazo[1,2-a]pyridin-2-yl)-2,4-dihydro-3H-1,2,4-triazole-3-thione N=1C(=CN2C1C=CC=C2)C=2NC(NN2)=S